(diphenylfluorenyl)(dibenzofuranylphenyl)(dimethylfluorenyl)(diphenylfluorenyl)amine C1(=CC=CC=C1)C=1C(=C(C=2CC3=CC=CC=C3C2C1)C1=C(C(=C(C=2CC3=CC=CC=C3C12)N(C1=C(C(=CC=2C3=CC=CC=C3CC12)C)C)C1=C(C=CC=C1)C1=CC=CC=2OC3=C(C21)C=CC=C3)C3=CC=CC=C3)C3=CC=CC=C3)C3=CC=CC=C3